C(C)(C)(C)OC(=O)N(C1(CCCCC1)C(=O)OC)NC(=O)OC(C)(C)C methyl 1-{[(tert-butoxy)carbonyl]({[(tert-butoxy)carbonyl]amino})amino}-cyclohexane-1-carboxylate